2-Methoxymethyl-p-phenylendiamin COCC1=C(C=CC(=C1)N)N